1-(2-fluoroprop-2-enoyl)-N-[2-[6-[[5-(3-fluoro-2-pyridyl)thiazol-2-yl]amino]imidazo[4,5-c]pyridin-1-yl]ethyl]-4-hydroxy-pyrrolidine-2-carboxamide FC(C(=O)N1C(CC(C1)O)C(=O)NCCN1C=NC=2C=NC(=CC21)NC=2SC(=CN2)C2=NC=CC=C2F)=C